(4-aminocyclohexyl)methyl 4-[[4-[[2-(6-methyl-2-pyridyl)pyrimidin-4-yl]amino]pyrimidin-2-yl]amino]thiophene-2-carboxylate CC1=CC=CC(=N1)C1=NC=CC(=N1)NC1=NC(=NC=C1)NC=1C=C(SC1)C(=O)OCC1CCC(CC1)N